1-(2-chlorophenyl)-N-[4-(2,4-dioxo-7-hydroxy-1H-benzo[1,2-b][1,4]diazepin-1-yl)phenyl]Methanesulfonamide tert-Butyl-(4-bromo-6,7-difluoro-5-(fluoromethoxy-d2)naphthalen-2-yl)carbamate C(C)(C)(C)N(C(O)=O)C1=CC2=CC(=C(C(=C2C(=C1)Br)OC([2H])([2H])F)F)F.ClC1=C(C=CC=C1)CS(=O)(=O)NC1=CC=C(C=C1)N1C2=C(NC(CC1=O)=O)C=C(C=C2)O